C1(CC1)CN1C=C(C2=CC=C(C=C12)N)C#N 1-(cyclopropylmethyl)-6-amino-1H-indole-3-carbonitrile